FC1=C(C=C(C=C1C)C1=C(C=CC=C1C)C)[C@H](CC(=O)O)NC([C@H](CC(C)C)N1N=C(C=C(C1=O)C)CCN1CC2(CC2)C1)=O (S)-3-(4-fluoro-2',5,6'-trimethyl-[1,1'-biphenyl]-3-yl)-3-((S)-2-(3-(2-(5-azaspiro[2.3]hexan-5-yl)ethyl)-5-methyl-6-oxopyridazin-1(6H)-yl)-4-methylpentanamido)propanoic acid